iso-propyl-sec-butylaminotrimethylsilane C(C)(C)C[Si](C)(C)NC(C)CC